C(C1CO1)OCCC[Si](C)(C)OC glycidoxypropylmethoxydimethylsilane